C1(CC1)NS(=O)(=O)N N'-cyclopropylsulfamide